BrC=1C(=C2C(=CNC2=CC1)C=O)C 5-Bromo-4-methyl-1H-indole-3-carbaldehyde